COC=1C=C(C=CC1OC)\C=C(\C(=O)OC)/[N+]#[C-] methyl (Z)-3-(3,4-dimethoxyphenyl)-2-isocyanoacrylate